C(C)O[W](OCC)(OCC)(OCC)OCC Pentaethoxytungsten(V)